[N+](=O)(OCCN(CCO[N+](=O)[O-])CCO[N+](=O)[O-])[O-] 2-[bis(2-nitrooxyethyl)amino]ethyl nitrate